sodium phosphorus carbon [C].[P].[Na]